N-t-butyl-N'-tetradecyl-3-tetradecyl-aminopropionamidine C(C)(C)(C)NC(C(CCCCCCCCCCCCCCC)N)=NCCCCCCCCCCCCCC